2-([1,1'-biphenyl]-4-yl)-4-phenyl-6-(3-(spiro[dibenzo[b,d]silole-5,10'-dibenzo[b,e][1,4]oxasilin]-2'-yl)phenyl)-1,3,5-triazine C1(=CC=C(C=C1)C1=NC(=NC(=N1)C1=CC=CC=C1)C1=CC(=CC=C1)C1=CC2=C(OC3=C([Si]24C2=C(C5=C4C=CC=C5)C=CC=C2)C=CC=C3)C=C1)C1=CC=CC=C1